ClC1=NC=C(C2=C1N=C(N=C2)S(=O)(=O)C)C 8-chloro-5-methyl-2-(methylsulfonyl)pyrido[3,4-d]pyrimidine